3,4,5-trifluoro-phenylhydrazine FC=1C=C(C=C(C1F)F)NN